2H-Benzo[e]imidazo[1,2-c][1,3]thiazin-5(3H)-imine N=1CCN2C(SC3=C(C21)C=CC=C3)=N